2-[4-(piperidin-1-ylmethyl)-3-(trifluoromethyl)phenyl]-2H-indazole-7-carboxamide N1(CCCCC1)CC1=C(C=C(C=C1)N1N=C2C(=CC=CC2=C1)C(=O)N)C(F)(F)F